C(C)OC(=O)C=1C=NN(C1)C1(CCN(CC1)C(=O)OC(C)(C)C)C tert-Butyl 4-(4-ethoxycarbonylpyrazol-1-yl)-4-methyl-piperidine-1-carboxylate